C1(CC1)CN1C(=CC2=CC=CC=C12)C1=NC2=C(N1CC=1C=NN(C1)C1=NC=CN=C1)C(=CC(=C2)C(=O)N2C1CCC(C2)[C@H]1N)OC (7R)-2-{2-[1-(cyclopropylmethyl)-1H-indol-2-yl]-7-methoxy-1-{[1-(pyrazin-2-yl)-1H-pyrazol-4-yl]methyl}-1H-1,3-benzodiazole-5-carbonyl}-2-azabicyclo[2.2.1]heptan-7-amine